Tert-butyl 5-methyl-1,3,4,5-tetrahydro-2H-pyrido[4,3-b]indole-2-carboxylate CN1C2=C(C=3C=CC=CC13)CN(CC2)C(=O)OC(C)(C)C